(S)-8-(6-((R)-1-(4-(1H-indazol-5-yl)phenyl)-2,2,2-trifluoroethoxy)-2-aminopyrimidin-4-yl)-2,8-diazaspiro[4.5]decane-3-carboxylic acid N1N=CC2=CC(=CC=C12)C1=CC=C(C=C1)[C@H](C(F)(F)F)OC1=CC(=NC(=N1)N)N1CCC2(C[C@H](NC2)C(=O)O)CC1